N=1C=NN2C1C=CC(=C2)C=2N=C(NC2C2=NC(=CC=C2)C)CNC(C=C(C)C)=O N-((4-([1,2,4]triazolo[1,5-a]pyridin-6-yl)-5-(6-methylpyridin-2-yl)-1H-imidazol-2-yl)methyl)-3-methylbut-2-enamide